C[C@H]1N(CCOC1)C1=NC2=C(N=CC=C2C(=C1)C1=CC=CC=C1)C=1NN=CC1 2-((R)-3-methylmorpholin-4-yl)-4-phenyl-8-(2H-pyrazol-3-yl)-[1,7]naphthyridine